C(CCC)(=O)OCC(COC(CCC)=O)OC(CC(CCCCCCCCCCC(C(=O)N1C=CC2=C1N=CN=C2N(C)[C@H]2CN(CC[C@H]2C)C(CC#N)=O)C)C)=O 2-((15-(4-(((3R,4R)-1-(2-cyanoacetyl)-4-methylpiperidin-3-yl)(methyl)amino)-7H-pyrrolo[2,3-d]pyrimidin-7-yl)-3,14-dimethyl-15-oxopentadecanoyl)oxy)propane-1,3-diyl dibutyrate